C1(=CC=CC=2C3=CC=CC=C3C=CC12)[Ti](CC1=CC=CC=C1)(CC1=CC=CC=C1)CC1=CC=CC=C1 phenanthryl-tribenzyl-titanium